4-amino-N-(3-bromo-4-fluorophenyl)-N'-hydroxy-1,2,5-oxadiazole-3-carboxamidine NC=1C(=NON1)C(=NO)NC1=CC(=C(C=C1)F)Br